P(=O)(O)(O)O.C(C1CO1)OC(C(=C)C)=O.OC1=CC=C(C=C1)C(C)(C)C1=CC=C(C=C1)O bisphenol A glycidyl-methacrylate phosphate